COC(=O)[C@H](CC(=O)O)C(C)C (R)-3-(methoxycarbonyl)-4-methylpentanoic acid